3-methylimidazolium chlorid [Cl-].C[N+]1=CNC=C1